(±)-3-(2,2-dimethyl-1,3-dioxolan-4-yl)-1-phenylpropan-1-one CC1(OC[C@H](O1)CCC(=O)C1=CC=CC=C1)C |r|